BrCC1=NC(=CC(=C1)OCC(=O)O)CBr 2,6-dibromomethylpyridine-4-oxyacetic acid